4-((14-Amino-2-oxo-6,9,12-trioxa-3-azatetradecyl)oxy)-2-methyl-N-(5-methylthiazol-2-yl)benzamide NCCOCCOCCOCCNC(COC1=CC(=C(C(=O)NC=2SC(=CN2)C)C=C1)C)=O